tris(4-hydroxyphenyl)-1,3,5-triisopropylbenzene OC1=CC=C(C=C1)C1=C(C(=C(C(=C1C(C)C)C1=CC=C(C=C1)O)C(C)C)C1=CC=C(C=C1)O)C(C)C